trans-((S)-3-(3,5-difluorophenyl)isoxazolidin-2-yl)(4-((4-(3,5-dimethyl-4H-1,2,4-triazol-4-yl)-2-fluorophenoxy)methyl)cyclohexyl)methanone FC=1C=C(C=C(C1)F)[C@H]1N(OCC1)C(=O)[C@@H]1CC[C@H](CC1)COC1=C(C=C(C=C1)N1C(=NN=C1C)C)F